CC1=C(C=2N(N=C1N1CC=3C=C(C=NC3CC1)N1CCCCC1)C(=NN2)C(F)(F)F)C 6-(7,8-dimethyl-3-(trifluoromethyl)-[1,2,4]triazolo[4,3-b]pyridazin-6-yl)-3-(piperidin-1-yl)-5,6,7,8-tetrahydro-1,6-naphthyridine